ClC=1N=C(NC1[C@H]1[C@H](CN(CC1)S(=O)(=O)C1=CN=C(S1)NC(=O)C1CNC1)C)C1=NC=C(C=C1)F N-[5-[[(3R,4R)-4-[4-Chloro-2-(5-fluoro-2-pyridyl)-1H-imidazol-5-yl]-3-methyl-1-piperidyl]sulfonyl]thiazol-2-yl]azetidine-3-carboxamide